O1CCOC12[C@H](CCC2)N2N=CC(=C2)C=2C(=C(C=CC2)NC2=CC(=NC=C2C(=O)N)NC(=O)C2(CC2)F)OC (S)-4-((3-(1-(1,4-dioxaspiro[4.4]nonan-6-yl)-1H-pyrazol-4-yl)-2-methoxyphenyl)amino)-6-(1-fluorocyclopropane-1-carboxamido)nicotinamide